O1C=CC2=C1C1=C(C=C2)OC2=C1C=CC=C2 benzofurano-benzofurane